IC1=NC=C2N1C=CC(=C2)CN2CCCC2 C3-iodo-7-(pyrrolidin-1-ylmethyl)imidazo[1,5-a]pyridine